2-amino-N-((3-(3-chloro-4-methylphenyl)-1-((2-(2,6-dioxopiperidin-3-yl)-1-oxoisoindolin-5-yl)methyl)ureido)methyl)acetamide NCC(=O)NCN(C(=O)NC1=CC(=C(C=C1)C)Cl)CC=1C=C2CN(C(C2=CC1)=O)C1C(NC(CC1)=O)=O